C(C)(C)(C)N1C2=NC(=NC(=C2N=C1)Cl)F 9-tert-butyl-6-chloro-2-fluoro-purine